2,3-diamino-5,6-dicarboxybenzene NC1=CC(=C(C=C1N)C(=O)O)C(=O)O